(±)-N-(1-Methyl-2-oxo-8-((4-(pyridin-4-yl)piperazin-1-yl)methyl)-2,3,4,5-tetrahydro-1H-benzo[b]azepin-3-yl)-4-phenoxypicolinamide CN1C2=C(CC[C@H](C1=O)NC(C1=NC=CC(=C1)OC1=CC=CC=C1)=O)C=CC(=C2)CN2CCN(CC2)C2=CC=NC=C2 |r|